C(C1=CC=CC=C1)OC=1C=C(C=CC1)CCN(C(OC(C)(C)C)=O)C tert-butyl {2-[3-(benzyloxy)phenyl]ethyl}methylcarbamate